6,7-dimethoxy-quinoline COC=1C=C2C=CC=NC2=CC1OC